C(C)(C)(C)OC(=O)N1[C@@H]2CN([C@H](C1)C2)C2CNC2 (1S,4S)-5-(azetidin-3-yl)-2,5-diazabicyclo[2.2.1]Heptane-2-carboxylic acid tert-butyl ester